2,2,2-trifluoro-1-(3-fluorophenyl)ethan-1-one FC(C(=O)C1=CC(=CC=C1)F)(F)F